(±)-N-(2-((2-(1-(2,6-difluoro-3,5-dimethoxyphenyl)-1-hydroxyethyl)furo[2,3-c]pyridin-5-yl)amino)-5-(4-ethylpiperazin-1-yl)phenyl)acrylamide FC1=C(C(=C(C=C1OC)OC)F)[C@@](C)(O)C1=CC=2C(=CN=C(C2)NC2=C(C=C(C=C2)N2CCN(CC2)CC)NC(C=C)=O)O1 |r|